CC1(CC1)OC=1C=C2C(=NN(C2=CC1)COCC[Si](C)(C)C)C1=CC(=NC=C1)N1CCN(CC1)C(=O)C1CCN(CC1)C(=O)OC(C)(C)C tert-butyl 4-[4-[4-[5-(1-methylcyclopropoxy)-1-(2-trimethylsilylethoxymethyl)indazol-3-yl]-2-pyridyl]piperazine-1-carbonyl]piperidine-1-carboxylate